C(#C)C=1C(=CC=C2C=C(C=C(C12)C=1CCC=2C(=NC(=NC2C1)OC[C@H]1N(CCC1)C)N1CC(CCCC1)NC(C=C)=O)O)F N-(1-(7-(8-ethynyl-7-fluoro-3-hydroxynaphthalen-1-yl)-2-(((S)-1-methylpyrrolidin-2-yl)methoxy)-5,6-dihydroquinazolin-4-yl)azepan-3-yl)acrylamide